1-butyl-3-ethyl-1,1,3-trimethyl-3-propyldisiloxane C(CCC)[Si](O[Si](CCC)(C)CC)(C)C